Bis-(2,6-dimethoxybenzoyl)-2,4,4-trimethylphenylphosphine oxide COC1=C(C(=O)P(C2=C(CC(C=C2)(C)C)C)(C(C2=C(C=CC=C2OC)OC)=O)=O)C(=CC=C1)OC